4-(indoline-1-carbonyl)-N-(2-methoxy-5-nitrophenyl)benzenesulfonamide N1(CCC2=CC=CC=C12)C(=O)C1=CC=C(C=C1)S(=O)(=O)NC1=C(C=CC(=C1)[N+](=O)[O-])OC